COC(C=CC(=O)OC)=O 2-butenedioic acid dimethyl ester